[S-2].[S-2].[Ag+].[In+3] indium silver disulfide